3-(3',5'-di-tert-butyl-4'-hydroxyphenyl)propionate C(C)(C)(C)C=1C=C(C=C(C1O)C(C)(C)C)CCC(=O)[O-]